ClC=1C=C(C=CC1F)[C@]1(CC[C@H]2N(CCN(C2)C(=O)C2=C(C(=CC=C2)C2=C(C=NN2)F)Cl)C1)O [(7S,9aR)-7-(3-chloro-4-fluorophenyl)-7-hydroxy-3,4,6,8,9,9a-hexahydro-1H-pyrido[1,2-a]pyrazin-2-yl]-[2-chloro-3-(4-fluoro-1H-pyrazol-5-yl)phenyl]methanone